3-((3-(4-(2-(tert-butyl)phenoxy)-3-(trifluoromethyl)phenyl)-1,2,4-oxadiazol-5-yl)methyl)-8-cyclobutyl-1-(2-morpholinoethyl)-1,3,8-triazaspiro[4.5]decane-2,4-dione C(C)(C)(C)C1=C(OC2=C(C=C(C=C2)C2=NOC(=N2)CN2C(N(C3(C2=O)CCN(CC3)C3CCC3)CCN3CCOCC3)=O)C(F)(F)F)C=CC=C1